C(C\C=C\CC(=O)O)(=O)O trans-3-Hexenedioic acid